5-BUTOXY-2-FLUOROPHENYLBORONIC ACID C(CCC)OC=1C=CC(=C(C1)B(O)O)F